BrC=1C=NN(C1)C(C)C1=CC(=CC=C1)C(F)(F)F 4-bromo-1-{1-[m-(trifluoromethyl)phenyl]ethyl}-1H-pyrazole